ClCC=1C(=NOC1C1CC1)C1CCCCC1 (chloromethyl)-3-cyclohexyl-5-cyclopropyl-1,2-oxazole